(R)-2-(3-(4-fluorophenyl)-1,5-dimethyl-1H-pyrrol-2-yl)-N-(3-(5-fluoropyrimidin-2-yl)-1,2,3,4,4a,5-hexahydrobenzo[b]pyrazino[1,2-d][1,4]oxazin-8-yl)-2-oxoacetamide FC1=CC=C(C=C1)C1=C(N(C(=C1)C)C)C(C(=O)NC=1C=CC2=C(OC[C@@H]3N2CCN(C3)C3=NC=C(C=N3)F)C1)=O